O=C1NC(CCC1N1C(C2=CC=C(C=C2C1=O)NS(=O)(=O)CC1=CC=CC=C1)=O)=O N-(2-(2,6-dioxopiperidin-3-yl)-1,3-dioxoisoindolin-5-yl)-1-phenylmethanesulfonamide